N=1C=NN2C1C=CC(=C2)C=2C=C(C#N)C=CC2 3-([1,2,4]triazolo[1,5-a]pyridine-6-yl)benzonitrile